C(C)(C)(C)OC(=O)N1[C@@H](CCC1)C1=CC(=CC=C1)NC=1C(=NC(=CC1)C1=CC=CC=2OCCOC21)OC (S)-2-{3-[6-(2,3-Dihydro-benzo[1,4]dioxin-5-yl)-2-methoxy-pyridin-3-ylamino]-phenyl}-pyrrolidine-1-carboxylic acid tert-butyl ester